methyl 4-[4-[[1-[(4-fluorophenyl)carbamoyl]cyclopropanecarbonyl]amino]phenoxy]-7-methoxyquinoline-6-carboxylate FC1=CC=C(C=C1)NC(=O)C1(CC1)C(=O)NC1=CC=C(OC2=CC=NC3=CC(=C(C=C23)C(=O)OC)OC)C=C1